[Ti].CC(CCC)O methyl-1-butanol titanium